CN(CCNC(=O)C=1N=C(OC1C=1C=NC=CC1)C1=CC=C(C=C1)C(F)(F)F)C (2-(dimethylamino)ethyl)-5-(pyridin-3-yl)-2-(4-(trifluoromethyl)phenyl)oxazole-4-carboxamide